Phenyl {4-[(3-bromo-1-{[2-(trimethylsilyl)ethoxy]methyl}-1H-pyrrolo[2,3-b]pyridin-4-yl)oxy]-3,5-difluorophenyl}carbamate BrC1=CN(C2=NC=CC(=C21)OC2=C(C=C(C=C2F)NC(OC2=CC=CC=C2)=O)F)COCC[Si](C)(C)C